C1(CC1)C=1C=NC(=NC1)C1=C(C=C2C(N(C=NC2=C1)CCC[C@H](C)NC=1C=NNC(C1C(F)(F)F)=O)=O)F (S)-7-(5-cyclopropylpyrimidin-2-yl)-6-fluoro-3-(4-((6-oxo-5-(trifluoromethyl)-1,6-dihydropyridazin-4-yl)amino)pentyl)quinazolin-4(3H)-one